1-(2-cyanocyclobutyl)-3-(5-((2,3-dihydrobenzo[b][1,4]dioxin-5-yl)amino)-7-(methylamino)pyrazolo[1,5-a]pyrimidin-3-yl)urea C(#N)C1C(CC1)NC(=O)NC=1C=NN2C1N=C(C=C2NC)NC2=CC=CC=1OCCOC12